tert-butyl N-[3-[2-cyanoethyl(2-hydroxyethyl)amino]propyl]carbamate C(#N)CCN(CCCNC(OC(C)(C)C)=O)CCO